Cl.NCCCCCCCCOC(=O)N1C=CC2=C1N=CN=C2N(C)[C@H]2CN(CC[C@H]2C)C(CC#N)=O 4-(((3R,4R)-1-(2-cyanoacetyl)-4-methylpiperidin-3-yl)(methyl)amino)-7H-pyrrolo[2,3-d]Pyrimidine-7-carboxylic acid 8-aminooctyl ester hydrochloride